[SiH3]N([SiH3])[SiH3] trisilylazane